1-(1-(4-Chlorophenoxy)-3-(phenylsulfonyl)propan-2-yl)azepane ClC1=CC=C(OCC(CS(=O)(=O)C2=CC=CC=C2)N2CCCCCC2)C=C1